methyl 4-(1-(3-(benzyloxy)-4-fluorophenyl)-1H-indazol-5-yl)-3-chlorobenzoate C(C1=CC=CC=C1)OC=1C=C(C=CC1F)N1N=CC2=CC(=CC=C12)C1=C(C=C(C(=O)OC)C=C1)Cl